3-fluoro-5,9-diazabicyclo[4.3.0]nona-1,3,5,7-tetraene FC=1C=C2NC=CC2=NC1